ClC=1C=C(C=CC1C)C1=NC=C(C(=N1)N1CC(CC1)CNC(OC(C)(C)C)=O)OCC(=O)NC tert-butyl N-[[1-[2-(3-chloro-4-methyl-phenyl)-5-[2-(methylamino)-2-oxo-ethoxy]pyrimidin-4-yl]pyrrolidin-3-yl]methyl]carbamate